P(OC1C(OCC1F)N1C=2N=C(NC(C2N=C1)=O)NC(C(C)C)=O)(O)=O 4-fluoro-2-(2-isobutyramido-6-oxo-1H-purin-9(6H)-yl)tetrahydrofuran-3-yl hydrogen phosphonate